O1CC(C1)OC1=NC(=NC=C1C(F)(F)F)N[C@H]1C[C@H](CCC1)C1=NN=C2N1C=C(C=C2)C#C[Si](C)(C)C 4-(oxetan-3-yloxy)-5-(trifluoromethyl)-N-[(1R,3S)-3-[6-(2-trimethylsilylethynyl)-[1,2,4]triazolo[4,3-a]pyridin-3-yl]cyclohexyl]pyrimidin-2-amine